4-benzyloxy-2-(4-tert-butyl-2-methyl-phenyl)-3-(methoxymethyl)-5,6-dimethyl-pyridine C(C1=CC=CC=C1)OC1=C(C(=NC(=C1C)C)C1=C(C=C(C=C1)C(C)(C)C)C)COC